BrC1=C(C2=C(N=C(N=C2)NC2=NC=C(C=C2)OCCN(CC)CC)N(C1=O)C1CCCC1)C 6-Bromo-8-cyclopentyl-2-[5-(2-diethylamino-ethoxy)-pyridin-2-ylamino]-5-methyl-8H-pyrido[2,3-d]pyrimidin-7-one